N-[3-(difluoromethyl)-1-[4-(hydroxymethyl)cyclohexyl]pyrazol-4-yl]-5-[(2R)-2-methylmorpholin-4-yl]pyrazolo[1,5-a]pyrimidine-3-carboxamide FC(C1=NN(C=C1NC(=O)C=1C=NN2C1N=C(C=C2)N2C[C@H](OCC2)C)C2CCC(CC2)CO)F